FC1(CCN(CC1)C(=O)C=1C=C2C(=NC1)N(N=N2)C2=CC=C(C#N)C=C2)F 4-(6-(4,4-difluoropiperidine-1-carbonyl)-3H-[1,2,3]triazolo[4,5-b]pyridin-3-yl)benzonitrile